COC1=CC=C(CN2CC=CCC2)C=C1 1-(4-methoxybenzyl)-5,6-dihydropyridin